7-(4-(tert-butyl)naphthalen-2-yl)-2-(2,6-dimethyl-4-neopentylphenyl)-4-fluoro-3-methylthieno[2,3-c]pyridine C(C)(C)(C)C1=CC(=CC2=CC=CC=C12)C=1N=CC(=C2C1SC(=C2C)C2=C(C=C(C=C2C)CC(C)(C)C)C)F